(1-aminocyclopentyl)carboxylic acid NC1(CCCC1)C(=O)O